CCCCCCCCC(C(CCCCCCCC(=O)O)O)O The molecule is a hydroxy-fatty acid formally derived from octacecanoic (stearic) acid by hydroxy substitution at positions 9 and 10. It is a dihydroxy monocarboxylic acid and a hydroxyoctadecanoic acid. It is a conjugate acid of a 9,10-dihydroxystearate.